methanesulfonic acid 4-amino-3-bromo-5-cyanophenethyl ester NC1=C(C=C(CCOS(=O)(=O)C)C=C1C#N)Br